ClC=1N=C(SC1C1CCCCC1)N1C([C@@H]2N(CCNC2)CC1)=O (R)-8-(4-Chloro-5-cyclohexylthiazol-2-yl)-9-oxooctahydro-2H-pyrazino[1,2-a]pyrazin